COC(C1=CC(=C(C(=C1)Cl)OCCCl)Cl)=O 3,5-Dichloro-4-(2-chloroethoxy)benzoic acid methyl ester